O.O.O.O.S(=O)(=O)(O)OS(=O)(=O)O disulfate tetrahydrate